(4-bromo-3-chloro-phenyl)-[(2S,5R)-5-methyl-1,1-dioxo-2-(2-thienyl)-1,4-thiazinan-4-yl]methanone BrC1=C(C=C(C=C1)C(=O)N1C[C@H](S(C[C@H]1C)(=O)=O)C=1SC=CC1)Cl